OCCCCOC=1C(=C(C2=CC=CC=C2C1)C1=CC=CC2=CC=CC=C12)OCCCCO bis(4-hydroxybutoxy)-1,1'-binaphthyl